C(C#C)(=O)OCCCCCCOC(C#C)=O 1,6-hexanediol dipropargylate